Bis(methylimino)-bis(dimethylamino)tungsten (VI) CN=[W](N(C)C)(N(C)C)=NC